ClC=1C(=NC(=NC1)NC1=C(C=C(C(=C1)C)C=1CC(N(C(C1)(C)C)C)(C)C)OC(C)C)NC1=C(C=CC=C1)S(=O)(=O)CC(C)=O 5-chloro-N2-(2-isopropoxy-5-methyl-4-(1,2,2,6,6-pentamethyl-1,2,3,6-tetrahydropyridin-4-yl)phenyl)-N4-(2-(isopropoylsulfonyl)phenyl)pyrimidine-2,4-diamine